N-(3-Aminopropyl)-2-[(3-methylphenyl)meth-oxy]-N-(2-thienylmethyl)benzamide hydrochloride Cl.NCCCN(C(C1=C(C=CC=C1)OCC1=CC(=CC=C1)C)=O)CC=1SC=CC1